C(C)(C)[C@@H]1[C@H](C1)C=1C=2N(N=C(C1)N1C(NC(C=C1)=O)=O)C=CC2 (4-((1s,2r)-2-isopropylcyclopropyl)pyrrolo[1,2-b]pyridazin-2-yl)pyrimidine-2,4(1h,3h)-dione